N-octyl-L-arabinonamide C(CCCCCCC)NC(=O)[C@H](O)[C@@H](O)[C@@H](O)CO